NC=1C=2N(C3=CC(=C(C=C3N1)F)C(=O)N1CC(CC1)C1=CC=CC(=C1)C(F)(F)F)C=NC2 (4-amino-7-fluoroimidazo[1,5-a]quinoxalin-8-yl)(3-(5-(trifluoromethyl)phenyl)pyrrolidin-1-yl)methanone